6-chloro-N-{3-[2-(4-chloro-3-fluorophenoxy)acetamido]bicyclo[1.1.1]pent-1-yl}-4-(1,3-dimethyl-1H-pyrazole-4-sulfonyl)-3,4-dihydro-2H-1,4-benzoxazine-2-carboxamide ClC=1C=CC2=C(N(CC(O2)C(=O)NC23CC(C2)(C3)NC(COC3=CC(=C(C=C3)Cl)F)=O)S(=O)(=O)C=3C(=NN(C3)C)C)C1